3-chloro-N,N-diphenyldibenzo[b,d]furan-1-amine ClC=1C=C(C2=C(OC3=C2C=CC=C3)C1)N(C1=CC=CC=C1)C1=CC=CC=C1